(6-(imidazo[1,2-a]pyrazin-3-yl)-2-methoxypyridin-3-yl)-5-methyl-3-phenylisoxazole-4-carboxamide N=1C=C(N2C1C=NC=C2)C2=CC=C(C(=N2)OC)NC(=O)C=2C(=NOC2C)C2=CC=CC=C2